OC1=CC=C(C=C1)C=1C(=O)NC(C1)=O para-hydroxyphenyl-maleimide